4-(4-(4-(((2-(2,6-dioxopiperidin-3-yl)-1,3-dioxoisoindolin-4-yl)amino)methyl)-1H-pyrazol-1-yl)piperidin-1-yl)butanoic acid O=C1NC(CCC1N1C(C2=CC=CC(=C2C1=O)NCC=1C=NN(C1)C1CCN(CC1)CCCC(=O)O)=O)=O